COC(C)(C)OC1=C(C(=CC(=C1)CCCCC)OC(C)(C)OC)C1=CC(=CC=C1)C 2,6-bis((2-methoxypropan-2-yl)oxy)-3'-methyl-4-pentyl-1,1'-biphenyl